isopropyl (R)-2-((4-(2-((dimethylamino)methyl)pyrrolidin-1-yl)-2-methoxy-5-nitrophenyl)amino)-4-(spiro(cyclopropane-1,3'-pyrrolo[3,2-b]pyridin)-1'(2'H)-yl)pyrimidine-5-carboxylate CN(C)C[C@@H]1N(CCC1)C1=CC(=C(C=C1[N+](=O)[O-])NC1=NC=C(C(=N1)N1CC2(C3=NC=CC=C31)CC2)C(=O)OC(C)C)OC